2-((tert-butoxycarbonyl)amino)-5-(dimethylcarbamoyl)-6-(pyrrolidin-1-yl)nicotinic acid C(C)(C)(C)OC(=O)NC1=C(C(=O)O)C=C(C(=N1)N1CCCC1)C(N(C)C)=O